FC(C1=C(C=C(C=N1)C1=NC(N(C2=C(C=CC=C12)F)CC(=C)C)(C)C)C)F 4-(6-(difluoromethyl)-5-methylpyridin-3-yl)-8-fluoro-2,2-dimethyl-1-(2-methylallyl)-1,2-dihydroquinazoline